(±)-1-cyclopropyl-6-fluoro-1,4-dihydro-8-methoxy-7-(3-methyl-1-piperazinyl)-4-oxo-3-quinolinecarboxylic acid C1(CC1)N1C=C(C(C2=CC(=C(C(=C12)OC)N1C[C@H](NCC1)C)F)=O)C(=O)O |r|